CCC(CCCO)CC 4-2-ethylhexanol